6-(4-fluorophenyl)-3-(3-methoxy-4-((6-methoxypyridin-3-yl)methoxy)benzyl)-3H-imidazo[4,5-b]pyridin-2-amine FC1=CC=C(C=C1)C=1C=C2C(=NC1)N(C(=N2)N)CC2=CC(=C(C=C2)OCC=2C=NC(=CC2)OC)OC